NC1=NC2=NC=C(N=C2C(=N1)N)C=1C=C(C=CC1)O 3-(2,4-Diaminopteridin-6-yl)phenol